S1C(=NC=C1)C=1C=C(C=CC1)CNC(C)=O N-{[3-(1,3-thiazol-2-yl)phenyl]methyl}acetamide